1-octadecanoyl-2-pentadecanoyl-glycero-3-phosphoserine C(CCCCCCCCCCCCCCCCC)(=O)OCC(OC(CCCCCCCCCCCCCC)=O)COP(=O)(O)OC[C@H](N)C(=O)O